acetonyl-tetrahydropyrantriol C(C(=O)C)C1(OCCC(C1O)O)O